C1(CC1)C1=C(C(=NC=2N1N=CN2)C)CC2=CC=C(C=C2)SC 7-cyclopropyl-5-methyl-6-(4-(methylthio)benzyl)-[1,2,4]triazolo[1,5-a]pyrimidine